1-{4-[6-(trifluoromethyl)pyridin-3-yl]-1h,2h,3h-[1,4]diazino[2,3-b]pyrazin-2-yl}methylamine FC(C1=CC=C(C=N1)N1CC(NC2=NC=CN=C21)CN)(F)F